(3S)-N,5-dimethyl-3-(((8R)-8-methyl-2-(2-(2-propenoyl)-2,6-diazaspiro[3.4]octan-6-yl)-5,6,7,8-tetrahydro-4-quinazolinyl)amino)hexanamide CNC(C[C@H](CC(C)C)NC1=NC(=NC=2[C@@H](CCCC12)C)N1CC2(CN(C2)C(C=C)=O)CC1)=O